(((7-(5-(chlorodifluoromethyl)-1,2,4-oxadiazol-3-yl)imidazo[1,2-a]pyridin-2-yl)methyl)imino)(methyl)((1-methyl-1H-1,2,4-triazol-3-yl)methyl)-λ6-sulfanone ClC(C1=NC(=NO1)C1=CC=2N(C=C1)C=C(N2)CN=S(=O)(CC2=NN(C=N2)C)C)(F)F